N-(3-(5-chloro-2-methoxyphenyl)-1-((2R,3S)-3-hydroxybutan-2-yl)-1H-pyrazol-4-yl)pyrazolo[1,5-a]pyrimidine-3-carboxamide ClC=1C=CC(=C(C1)C1=NN(C=C1NC(=O)C=1C=NN2C1N=CC=C2)[C@H](C)[C@H](C)O)OC